3-(7-chloro-6-methyl-1-oxoisoindolin-2-yl)piperidine-2,6-dione ClC=1C(=CC=C2CN(C(C12)=O)C1C(NC(CC1)=O)=O)C